COC(C1=CC(=C(C=C1)C#C[Si](C)(C)C)F)=O 3-fluoro-4-((trimethylsilyl)ethynyl)benzoic acid methyl ester